CC1=CC=2C(=C(N=NC2N[C@H]2CN(CCC2)C)C2=C(C=C(C=C2)C(F)(F)F)O)N=C1 2-(3-methyl-5-{[(3R)-1-methylpiperidin-3-yl]amino}pyridino[2,3-d]pyridazin-8-yl)-5-(trifluoromethyl)phenol